C(C)(C)(C)OC(=O)N1C[C@@]2(CCN3N=C(C=C32)OS(=O)(=O)C(F)(F)F)CC1 tert-butyl-(3S)-2'-[(trifluoromethanesulfonyl)oxy]-5',6'-dihydrospiro[pyrrolidine-3,4'-pyrrolo[1,2-b]pyrazole]-1-carboxylate